N-(1-(4,4-difluorotetrahydrofuran-3-yl)-1H-pyrazol-4-yl)-5-(pyridin-2-yl)isoxazole-3-carboxamide FC1(C(COC1)N1N=CC(=C1)NC(=O)C1=NOC(=C1)C1=NC=CC=C1)F